O1C(=NN=C1)NC(=O)C1=CC=CC=C1 racemic-N-(1,3,4-oxadiazol-2-yl)phenylcarboxamide